SC=CC(=O)OCC(COC(C=CS)=O)(COC(C=CS)=O)COC(C=CS)=O pentaerythritol tetra(3-mercaptoacrylate)